tris(methoxy)(cyclopentadienyl)titanium CO[Ti](C1C=CC=C1)(OC)OC